(2s,4s)-2-(4-(4-phenoxyphenyl)piperidine-1-carbonyl)-7-oxa-5-azaspiro[3.4]Octane-6-one O(C1=CC=CC=C1)C1=CC=C(C=C1)C1CCN(CC1)C(=O)C1CC2(C1)NC(OC2)=O